N,N'-(2,2'-dimethyl-[1,1'-biphenyl]-3,3'-diyl)bis(5-((((3S,4R)-3-hydroxytetrahydro-2H-pyran-4-yl)amino)methyl)-4-methylpicolinamide) CC1=C(C=CC=C1NC(C1=NC=C(C(=C1)C)CN[C@H]1[C@@H](COCC1)O)=O)C1=C(C(=CC=C1)NC(C1=NC=C(C(=C1)C)CN[C@H]1[C@@H](COCC1)O)=O)C